(1S,2R)-2-aminocyclopropane-1-carboxylic acid N[C@H]1[C@H](C1)C(=O)O